C(C)(=O)OC1=CC=C(C=C1)C(C)(C)C1=CC=CC=C1 4-cumyl-phenol acetate